3-amino-2'-ethyl-6'-(pyrrolidin-1-yl)-1',2'-dihydro-3'H-spiro[cyclobutane-1,4'-isoquinolin]-3'-one NC1CC2(C(N(CC3=CC=C(C=C23)N2CCCC2)CC)=O)C1